N-benzo[d]thiazol-2-yl-N''-(2-fluoroaniline-carbonyl)-guanidine S1C(=NC2=C1C=CC=C2)NC(=NC(=O)NC2=C(C=CC=C2)F)N